N(N=C1SC2=C(N1CC)C=CC(=C2)S(=O)(=O)O)=C2SC1=C(N2CC)C=CC(=C1)S(=O)(=O)O.C(C)(C)(C)C1=C(O)C=C(C(=C1)O)C(C)(C)C 2,5-ditertiary butyl-hydroquinone 2,2'-azino-di(3-ethylbenzthiazoline-6-sulfonate)